(1aR,5aR)-2-(2,4-Difluoro-phenyl)-1a,2,5,5a-tetrahydro-1H-2,3-diaza-cyclopropa[a]pentalene-4-carboxylic acid ((1S,2S)-2-amino-cyclohexyl)-amide N[C@@H]1[C@H](CCCC1)NC(=O)C=1C=2C[C@@H]3[C@H](C2N(N1)C1=C(C=C(C=C1)F)F)C3